N-(3-chloro-2-hydroxypropyl)trimethyl-ammonium chloride [Cl-].ClCC(C[N+](C)(C)C)O